methyl (R)-2-(5-((5-((5-bromo-2-nitrophenyl)amino)-4-methylpentyl)oxy)-1-methyl-1H-pyrazol-4-yl)-6-methylisonicotinate BrC=1C=CC(=C(C1)NC[C@@H](CCCOC1=C(C=NN1C)C=1C=C(C(=O)OC)C=C(N1)C)C)[N+](=O)[O-]